Cerium zirconium neodymium praseodymium [Pr].[Nd].[Zr].[Ce]